2-(2H-tetrazol-5-yl)benzaldehyde N=1NN=NC1C1=C(C=O)C=CC=C1